1-(3-(Benzyloxy)benzyl)cyclopropyl ((S)-1-(((S)-1-hydroxy-3-((S)-2-oxopyrrolidin-3-yl)propan-2-yl)amino)-4-methyl-1-oxopentan-2-yl)carbamate OC[C@H](C[C@H]1C(NCC1)=O)NC([C@H](CC(C)C)NC(OC1(CC1)CC1=CC(=CC=C1)OCC1=CC=CC=C1)=O)=O